(E)-((ethylamino)(methylthio)methylene)carbamic acid benzyl ester C(C1=CC=CC=C1)OC(/N=C(/SC)\NCC)=O